3,5-dibromo-1-[(4-methoxyphenyl)methyl]pyrazole BrC1=NN(C(=C1)Br)CC1=CC=C(C=C1)OC